BrC1=CC=CC(=N1)N(C1CCN(CC1)C(=O)OC(C)(C)C)CCC tert-butyl 4-[(6-bromopyridin-2-yl)(propyl)amino]piperidine-1-carboxylate